CC1(C2=CC(=CC=C2C=2C=CC(=CC12)B(O)O)C1=CC=CC=C1)C (9,9-dimethyl-7-phenyl-9H-fluoren-2-yl)boronic acid